FC1=CC=C(CNC=2C=CC=3N(C2)C(=CN3)C3=NC(=NC=C3C)NC3CCC(CC3)N)C=C1 (1r,4r)-N1-(4-(6-((4-Fluorobenzyl)amino)imidazo[1,2-a]pyridin-3-yl)-5-methylpyrimidin-2-yl)cyclohexane-1,4-diamine